N1(N=NC=C1)C1(N(CC(C1)O)C(CC(C)C)=O)C(=O)N[C@@H](C)C1=CC=C(C=C1)C1=C(N=CS1)C 1H-1,2,3-triazol-1-yl(3-methylbutanoyl)-4-hydroxy-N-((S)-1-(4-(4-methylthiazol-5-yl)phenyl)ethyl)pyrrolidine-2-carboxamide